5-fluoro-8-(4-fluorophenyl)-9-(5,5-dimethyl-2,4-thiazolidinedione-3-yl)-8,9-dihydro-2H-pyrido[4,3,2-de]phthalazine-3(7H)-one-7-carboxylic acid tert-butyl ester C(C)(C)(C)OC(=O)N1C(C(C2=NNC(C=3C=C(C=C1C23)F)=O)N2C(SC(C2=O)(C)C)=O)C2=CC=C(C=C2)F